tert-butyl 4-[2-[[4-[[3-[4-(difluoromethoxy)phenyl]imidazo[1,2-a]pyrazin-8-yl] amino]-2-methylbenzoyl]amino]ethyl]piperazine-1-carboxylate FC(OC1=CC=C(C=C1)C1=CN=C2N1C=CN=C2NC2=CC(=C(C(=O)NCCN1CCN(CC1)C(=O)OC(C)(C)C)C=C2)C)F